5-(3-cyclopropylphenoxy)-2-methyl-3-oxo-2,3-dihydropyridazine-4-carboxylic acid C1(CC1)C=1C=C(OC2=C(C(N(N=C2)C)=O)C(=O)O)C=CC1